C(C)C=1N(C2=C(C(=C(C=C2C(C1C(=O)O)=O)F)F)F)CC ethyl-1-ethyl-6,7,8-trifluoro-1,4-dihydro-4-oxo-3-quinolinecarboxylic acid